C(C1=CC=CC=C1)OC(=O)N[C@@H](CC(NC(C1=CC=CC=C1)(C1=CC=CC=C1)C1=CC=CC=C1)=O)C(=O)O N-benzyloxycarbonyl-N'-trityl-L-asparagine